C(C)OC(=C)C=1C=C2CN(C(C2=CC1)=O)C1C(NC(CC1)=O)=O 3-(5-(1-ETHOXYVINYL)-1-OXOISOINDOLIN-2-YL)PIPERIDINE-2,6-DIONE